2-(4,5-dichloro-6-oxopyridazin-1(6H)-yl)-N-(3-oxo-3,4-dihydro-2H-benzo[b][1,4]oxazin-6-yl)acetamide ClC=1C=NN(C(C1Cl)=O)CC(=O)NC1=CC2=C(OCC(N2)=O)C=C1